CN1CC=2C(=CC=C1)C(=CN2)C2=NC(=NC=C2C(F)(F)F)NC2CNCCC2 7-methyl-3-{2-[(piperidin-3-yl)amino]-5-(trifluoromethyl)pyrimidin-4-yl}-7H,8H-pyrrolo[2,3-c]azepine